OCCC1=C(C=C(C=C1)N1C(N=C(C=C1)NC(=O)N1CCN(CC1)C(C(C)(C)NC(OC(C)(C)C)=O)=O)=O)OC tert-butyl (1-(4-((1-(4-(2-hydroxyethyl)-3-methoxyphenyl)-2-oxo-1,2-dihydropyrimidin-4-yl)carbamoyl)piperazin-1-yl)-2-methyl-1-oxopropan-2-yl)carbamate